3-amino-2-methyl-4-(methylsulfonyl)benzoic acid NC=1C(=C(C(=O)O)C=CC1S(=O)(=O)C)C